3-Amino-5-methoxypyridine-2,6-dinitrile NC=1C(=NC(=C(C1)OC)C#N)C#N